ClC1=NN2C(C(=N1)N[C@@H]1[C@H](C3CCC1CC3)C(=O)OCC)=CC=C2 Ethyl (2S,3S)-3-((2-chloropyrrolo[2,1-f][1,2,4]triazin-4-yl)amino)bicyclo[2.2.2]octane-2-carboxylate